2-chloro-N-(3-((4-((1-cyclohexylpyrrolidin-3-yl)amino)-6,7-dimethoxyquinazolin-2-yl)amino)propyl)acetamide ClCC(=O)NCCCNC1=NC2=CC(=C(C=C2C(=N1)NC1CN(CC1)C1CCCCC1)OC)OC